9'''-((6-phenyl-1,3,5-triazine-2,4-diyl)bis(benzene-5,3,1-triyl))tetrakis(9H-carbazole) C1(=CC=CC=C1)C1=NC(=NC(=N1)C=1C=C(C=C(C1)C1=CC=CC=2C3=CC=CC=C3NC12)C1=CC=CC=2C3=CC=CC=C3NC12)C=1C=C(C=C(C1)C1=CC=CC=2C3=CC=CC=C3NC12)C1=CC=CC=2C3=CC=CC=C3NC12